CC1=CC(=C2C=C(NC(C2=C1)=O)C1=CC=CC=C1)C(C)NC1=C(C(=O)O)C=CC=C1 2-((1-(7-methyl-1-oxo-3-phenyl-1,2-dihydroisoquinolin-5-yl)ethyl)amino)benzoic acid